[N+](=O)([O-])C(=C)C=C 2-nitro-1,3-butadiene